1-(6-fluoroisoquinolin-8-yl)-2-nitroethan-1-ol FC=1C=C2C=CN=CC2=C(C1)C(C[N+](=O)[O-])O